5-hydroxy-N-acetyl-tryptamine OC1=CC=C2NC=C(CCNC(C)=O)C2=C1